4-(6-methoxy-3-quinolylamino)-2-{3-methoxy-4-[(1r,3r)-3-(dimethylamino)cyclobutoxy]phenylamino}pyrimidine sodium [Na].COC=1C=C2C=C(C=NC2=CC1)NC1=NC(=NC=C1)NC1=CC(=C(C=C1)OC1CC(C1)N(C)C)OC